benzyl 6-[(3aS,7S,7aR)-4-allyl-7-azido-2,2-dimethyl-4,6,7,7a-tetrahydro-3aH-[1,3]dioxolo[4,5-c]pyridin-5-yl]-6-oxo-hexanoate C(C=C)C1N(C[C@@H]([C@@H]2[C@H]1OC(O2)(C)C)N=[N+]=[N-])C(CCCCC(=O)OCC2=CC=CC=C2)=O